COC1=C(C=CC(=C1)OC)C(N)(C(=O)OCC1C2=CC=CC=C2C2=CC=CC=C12)C(C(=O)NC(C1(CC=C(C(C2=CC=CC=C2)N)C=C1)C)N)OC1=CC=CC=C1 4-[(((2,4-dimethoxyphenyl)Fmoc-aminomethyl)phenoxyacetamido)-aminomethyl]-4-methyl-benzhydrylamine